1-(4-chlorophenyl)-3-(p-tolyl)urea CC1=CC=C(C=C1)NC(=O)NC2=CC=C(C=C2)Cl